2-[2-(dimethylamino)-4-methyl-5-pyrimidinylcarbonylamino]-5,5-dimethylhexanoic acid CN(C1=NC=C(C(=N1)C)C(=O)NC(C(=O)O)CCC(C)(C)C)C